(S)-N-((R)-1-(4-bromo-5-chloro-2-fluoropyridin-3-yl)pent-4-en-1-yl)-2-methylpropane-2-sulfinamide BrC1=C(C(=NC=C1Cl)F)[C@@H](CCC=C)N[S@@](=O)C(C)(C)C